(3-chloro-2-fluorophenylmethyl)-2-(isopropylamino)acetamide ClC=1C(=C(C=CC1)CC(C(=O)N)NC(C)C)F